S1C(=CC2=C1C=CC=C2)C2=CC=C1C=CC(=CC1=C2)N(C2=CC=C(C=C2)C=2OC1=C(N2)C=CC=C1)C1=CC2=CC(=CC=C2C=C1)C=1SC2=C(C1)C=CC=C2 bis(7-benzothiophen-2-yl-naphthalen-2-yl)-(4-benzoxazol-2-yl-phenyl)amine